1-(3-bromo-4-fluoro-phenyl)-7-hydroxy-4,5,6,7-tetrahydroindazole-3-carbonitrile BrC=1C=C(C=CC1F)N1N=C(C=2CCCC(C12)O)C#N